(3S)-3-((2S)-2-((((2-benzylcyclopentyl)oxy)carbonyl)amino)-4-methylpentanamido)-2-oxo-4-((S)-2-oxopyrrolidin-3-yl)butyl 2-oxo-2-phenylacetate O=C(C(=O)OCC([C@H](C[C@H]1C(NCC1)=O)NC([C@H](CC(C)C)NC(=O)OC1C(CCC1)CC1=CC=CC=C1)=O)=O)C1=CC=CC=C1